(2,2,2-trifluoroethyl)-amine FC(CN)(F)F